ClC=1C=NC(=C(C1)Cl)Cl 3,5,6-trichloropyridine